Cl.N[C@@H](CCCNC(=N)N)C(CC)=O (S)-1-(4-amino-5-oxoheptyl)guanidine hydrochloride